(R)-N-(4-cyclopropylphenyl)pyrrolidine-2-carboxamide hydrochloride Cl.C1(CC1)C1=CC=C(C=C1)NC(=O)[C@@H]1NCCC1